ClC1=C(C=2N=C(N=C3C2C(=N1)OC(CN3C)C)SC)F 5-chloro-4-fluoro-8,10-dimethyl-2-(methylthio)-9,10-dihydro-8H-7-oxa-1,3,6,10-tetraazacyclohepta[de]naphthalene